2-butylacrolein C(CCC)C(C=O)=C